ClC1=C2C(=NC=C1C=1C=C(C=CC1)N1C(CN(CC1)C(CCN1CCN(CC1)C(=O)C=1C=CC(=C(C1)N1C(NC(CC1)=O)=O)C)=O)=O)NC=C2CC 1-(5-(4-(3-(4-(3-(4-chloro-3-ethyl-1H-pyrrolo[2,3-b]pyridin-5-yl)phenyl)-3-oxopiperazin-1-yl)-3-oxopropyl)piperazine-1-carbonyl)-2-methylphenyl)dihydropyrimidine-2,4(1H,3H)-dione